N(=NC(CCC(=O)O)(C)C#N)C(CCC(=O)O)(C)C#N 4,4'-(1,2-diazenediyl)bis[4-cyanopentanoic acid]